(4S)-6-(4-chlorophenyl)-1-methyl-4H-[1,2]Oxazolo[5,4-d][2]Benzazepine ClC1=CC=C(C=C1)C1=NCC2=C(C3=C1C=CC=C3)C(=NO2)C